6-(methoxymethyl)pyridine-2-carboxamide COCC1=CC=CC(=N1)C(=O)N